FC(C1=C(C=C2CCCN(C2=C1)C=1C=2C=C(C(N(C2C=C(C1)OC)C)=O)C)C=1C=CC(=NC1)C(=O)NC)F 5-(7-(difluoromethyl)-7'-methoxy-1',3'-dimethyl-2'-oxo-1',2',3,4-tetrahydro-2H-[1,5'-biquinoline]-6-yl)-N-methylpyridineamide